1-(1-(1-Acetylpiperidin-4-yl)-1H-indol-6-yl)dihydropyrimidine-2,4(1H,3H)-dione C(C)(=O)N1CCC(CC1)N1C=CC2=CC=C(C=C12)N1C(NC(CC1)=O)=O